ClC1=NC(=CC=C1C(=O)OC(C)(C)C)N1N=C(C=C1)[Si](C)(C)C Tert-Butyl 2-chloro-6-(3-trimethylsilylpyrazol-1-yl)Pyridine-3-carboxylate